FC1=CC=C(C=C1)[C@@H]([C@H]([C@@H]([C@H](C(=O)OCC)O)O)O)O ethyl (2R,3S,4R,5S)-5-(4-fluorophenyl)-2,3,4,5-tetrahydroxypentanoate